2-[1-[2,6-difluoro-4-[4-(4-fluorophenoxy)-6-methyl-pyrimidin-2-yl]phenyl]-4-piperidinyl]acetic acid FC1=C(C(=CC(=C1)C1=NC(=CC(=N1)OC1=CC=C(C=C1)F)C)F)N1CCC(CC1)CC(=O)O